2-{[1-(4-chlorophenyl)-4-methyl-1H-1,2,3-triazol-5-yl]methoxy}-6-(oxane-4-carbonyl)-5,6,7,8-tetrahydro-1,6-naphthyridine ClC1=CC=C(C=C1)N1N=NC(=C1COC1=NC=2CCN(CC2C=C1)C(=O)C1CCOCC1)C